amino-N-(5-(trifluoromethyl)thiazol-2-yl)benzamide NC1=C(C(=O)NC=2SC(=CN2)C(F)(F)F)C=CC=C1